N1(CCC1)C1=C(C(N(C(=C1)C)C)=O)I 4-(azetidin-1-yl)-3-iodo-1,6-dimethylpyridin-2(1H)-one